COC1=C(C=C(C(=C1)\N=N\C1=C(C=C(C=C1)C)[N+](=O)[O-])C)/N=N/C1=CC=C(C=C1)N(CCCC(=O)O)C 4-((4-((E)-(2-methoxy-5-methyl-4-((E)-(4-methyl-2-nitrophenyl)diazenyl)phenyl)diazenyl)phenyl)(methyl)amino)butanoic acid